C12(CC3CC(CC(C1)C3)C2)CN2N=CC(=C2C)C2=C(C=3C=CN(C3C=C2)C=2N=NC(=C(C2)C)NC=2SC3=C(N2)C=CC=C3)C(=O)OC methyl 5-(1-(adamantan-1-ylmethyl)-5-methyl-1H-pyrazol-4-yl)-1-(6-(benzo[d]thiazol-2-ylamino)-5-methylpyridazin-3-yl)-1H-indole-4-carboxylate